C(C)OC=1C(=CC2=CN(N=C2C1)C1OCCCC1)C(=O)OC methyl 6-ethoxy-2-(tetrahydro-2H-pyran-2-yl)-2H-indazole-5-carboxylate